(3-methyl-2-oxo-1H-benzoimidazol-4-yl)-3,6-dihydro-2H-pyridine-1-carboxylic acid tert-butyl ester C(C)(C)(C)OC(=O)N1C(CC=CC1)C1=CC=CC=2NC(N(C21)C)=O